CC1(OC(C(O1)CCOS(=O)(=O)CC1=CC=CC=C1)CCOS(=O)(=O)CC1=CC=CC=C1)C 2,2-dimethyl-4,5-bis[(toluenesulfonyloxymethyl)methyl]-1,3-dioxolane